CCCCS n-butylmercaptan